3-fluoro-5-(2H-tetrazol-5-yl)-4-(6-(trifluoromethyl)pyridin-3-yl)aniline FC=1C=C(N)C=C(C1C=1C=NC(=CC1)C(F)(F)F)C=1N=NNN1